1-((2,4-dimethylthiazol-5-yl)methyl)-N-(3-(fluoromethyl)oxetan-3-yl)-3-((2-methylthiazol-5-yl)methyl)-2,4-dioxo-1,2,3,4-tetrahydroquinazoline-6-sulfonamide CC=1SC(=C(N1)C)CN1C(N(C(C2=CC(=CC=C12)S(=O)(=O)NC1(COC1)CF)=O)CC1=CN=C(S1)C)=O